5-(2-chlorophenoxy)-3-((3-(methylamino)benzyl)amino)-4H-benzo[e][1,2,4]thiadiazine 1,1-dioxide ClC1=C(OC2=CC=CC3=C2NC(=NS3(=O)=O)NCC3=CC(=CC=C3)NC)C=CC=C1